N-(9,9-diphenyl-9H-fluoren-2-yl)-N-(9,9'-spirobi[9H-fluoren]-4-yl)dibenzofuran-2-amine C1(=CC=CC=C1)C1(C2=CC=CC=C2C=2C=CC(=CC12)N(C1=CC2=C(OC3=C2C=CC=C3)C=C1)C1=CC=CC=3C2(C4=CC=CC=C4C13)C1=CC=CC=C1C=1C=CC=CC12)C1=CC=CC=C1